(E)-4-fluoro-N-(4-(3-(4-hydroxy-3,5-dimethylphenyl)acryloyl)phenyl)benzenesulfonamide FC1=CC=C(C=C1)S(=O)(=O)NC1=CC=C(C=C1)C(\C=C\C1=CC(=C(C(=C1)C)O)C)=O